(S)-(4-(4-(3,5-dimethyl-1H-1,2,4-triazol-1-yl)-5-fluoropyrimidin-2-yl)piperazin-1-yl)(5-(5-fluoropyridin-3-yl)-4,5-dihydro-1H-pyrazol-1-yl)methanone CC1=NN(C(=N1)C)C1=NC(=NC=C1F)N1CCN(CC1)C(=O)N1N=CC[C@H]1C=1C=NC=C(C1)F